C(C)(C)(C)OC(=O)N1[C@@H](CCC1)C(=O)N1CCN(CC1)CC(CC)(F)CC.C(C)C(CN1CCN(CC1)C([C@H]1NCCC1)=O)(CC)F (S)-1-(2-ethyl-2-fluorobutyl)-4-prolylpiperazine Tert-butyl-(S)-2-(4-(2-ethyl-2-fluorobutyl)piperazin-1-carbonyl)pyrrolidin-1-carboxylate